C1(CC1)C=1C=C2C(=C(NC2=CC1)C1=CC(=CC=C1)OC(C)C)C=1C(=NNC1C)C 5-cyclopropyl-3-(3,5-dimethyl-1H-pyrazol-4-yl)-2-(3-isopropoxyphenyl)-1H-indol